4-(((S)-piperidin-3-yl)amino)-6-(4-(((R)-3-(trifluoromethyl)morpholino)methyl)phenyl)pyrido[3,2-d]pyrimidine-8-carboxamide N1C[C@H](CCC1)NC=1C2=C(N=CN1)C(=CC(=N2)C2=CC=C(C=C2)CN2[C@H](COCC2)C(F)(F)F)C(=O)N